trans-decenoic acid C(\C=C\CCCCCCC)(=O)O